O1CC(CC1)CCC=O 3-(TETRAHYDRO-FURAN-3-YL)-PROPIONALDEHYDE